4-(2-{5-[(3R,5R)-3-amino-5-fluoropiperidine-1-carbonyl]-7-methoxy-1-methyl-1H-1,3-benzodiazol-2-yl}-1-(cyclopropylmethyl)-1H-pyrrolo[2,3-b]pyridin-6-yl)-3-fluorobenzene-1-sulfonamide N[C@H]1CN(C[C@@H](C1)F)C(=O)C1=CC2=C(N(C(=N2)C2=CC=3C(=NC(=CC3)C3=C(C=C(C=C3)S(=O)(=O)N)F)N2CC2CC2)C)C(=C1)OC